OC[C@H]1N(C\C(\C1)=N/OC)C(=O)C1=CC=C(C=C1)C1=C(C(=C(C=C1)C#N)C)C (S,Z)-4'-(2-(Hydroxymethyl)-4-(methoxyimino)pyrrolidine-1-carbonyl)-2,3-dimethyl-[1,1'-biphenyl]-4-carbonitrile